5-[1-(3-fluoro-4-nitro-pyrazol-1-yl)-2-methoxy-ethyl]-1-(2,2,2-trifluoroethyl)triazole FC1=NN(C=C1[N+](=O)[O-])C(COC)C1=CN=NN1CC(F)(F)F